BrC1=NC=CC(=C1)CN(CCOCCC(=O)OC(C)(C)C)C tert-butyl 3-[2-[(2-bromo-4-pyridyl)methyl-methyl-amino]ethoxy]propanoate